ClC=1C=C(C=CC1Cl)C=1N=C(SC1SC(C)C)N1N=C(C(=C1C(=O)O)C1=CC(=CC(=C1)C)O)C 1-(4-(3,4-dichlorophenyl)-5-(isopropylthio)thiazol-2-yl)-4-(3-hydroxy-5-methylphenyl)-3-methyl-1H-pyrazole-5-carboxylic acid